ethyl 2-chloro-β-(2-chloro-4-fluorophenyl)-3,5-dimethoxy-α-methylene-γ-oxobenzenebutanoate ClC1=C(C=C(C=C1OC)OC)C(C(C(C(=O)OCC)=C)C1=C(C=C(C=C1)F)Cl)=O